BrC1=CC(=NC=C1)NC(NC=1C=C(C(=O)NC2=CC=CC=C2)C=CC1)=O 3-(3-(4-bromopyridin-2-yl)ureido)-N-phenylbenzamide